[C@H](C)(CC)[C@@H]1N=C(C2=C(N(C1=O)CCNC(=O)N)C=CC(=C2)Cl)C2=CC=CC=C2 1-(2-((S)-3-((S)-sec-butyl)-7-chloro-2-oxo-5-phenyl-2,3-dihydro-1H-benzo[e][1,4]diazepin-1-yl)-ethyl)urea